C(C(C)C)(=O)N[C@@H](CCCCN)C(=O)[O-].C(C(C)C)(=O)N[C@@H](CCCCN)C(=O)[O-].[Zn+2] Zinc Di-(Isobutyryl Lysinate)